C1(CCCCC1)N[C@H](CCCCN(C)C)C(=O)N1[C@@H](CN(CC1)C(CC1CCCC1)=O)C(=O)NCC=1SC=CC1 (2S)-1-(N2-cyclohexyl-N6,N6-dimethyl-D-lysyl)-4-(cyclopentylacetyl)-N-(thiophen-2-ylmethyl)piperazine-2-carboxamide